N-stearyl-glycine C(CCCCCCCCCCCCCCCCC)NCC(=O)O